3-((adamantan-2-yl)oxy)-4-((N,N-dimethylsulfamoyl)carbamoyl)-2-fluorobenzoic acid C12C(C3CC(CC(C1)C3)C2)OC=2C(=C(C(=O)O)C=CC2C(NS(N(C)C)(=O)=O)=O)F